Cl.Cl.CN1C=C(C2=CC=C(C=C12)N1CCC(CC1)NC)C1C(NC(CC1)=O)=O 3-[1-Methyl-6-[4-(methylamino)-1-piperidyl]indol-3-yl]piperidine-2,6-dione dihydrochloride